ClC=1C=C2C=3C=CC(=CC3NC2=CC1)NCCNC(OC(C)(C)C)=O tert-Butyl 2-(6-chloro-9H-carbazol-2-ylamino)ethylcarbamate